tert-butyl 6-bromo-2-(3-(tert-butyl)phenyl)-5-methoxy-1H-indole-1-carboxylate BrC1=C(C=C2C=C(N(C2=C1)C(=O)OC(C)(C)C)C1=CC(=CC=C1)C(C)(C)C)OC